2-phenyl-1-mercapto-2-ethanol C1(=CC=CC=C1)C(CS)O